1-(2-(tetrahydro-2H-pyran-2-yloxy)ethyl)-1H-4-pyrazole-boronic acid pinacol ester O1C(CCCC1)OCCN1N=CC(=C1)B1OC(C)(C)C(C)(C)O1